[C@@H]12N(C[C@@H](NC1)C2)C(=O)[O-] (1S,4S)-(-)-2,5-diazabicyclo[2.2.1]heptane-2-carboxylate